(+-)-1-methyl-4-(4-methyl-3-pentenyl)-3-cyclohexene-1-carbaldehyde C[C@@]1(CC=C(CC1)CCC=C(C)C)C=O |r|